L-HydroxyProline N1[C@@H](C[C@@H](O)C1)C(=O)O